C1(CC1)C1=C(C(=NN1C1CCOCC1)O)[N+](=O)[O-] 5-Cyclopropyl-4-nitro-1-(tetrahydro-2H-pyran-4-yl)-1H-pyrazol-3-ol